C(C)(C)(C)N(C(O)=O)CC=1C=NC(=CC1)OC1=C(C=C(C=C1)F)F.NCCCCCC(=O)N(CC(=O)O)CCCCCCCCN N-(6-aminocaproyl)-N-(8-aminooctyl)glycine tert-butyl-((6-(2,4-difluorophenoxy)pyridin-3-yl)methyl)carbamate